3-hydroxypyridin-4-one OC1C=NC=CC1=O